N1C=NC=C1.NC(C(=O)O)CCCCCCCC aminodecanoic acid imidazole salt